IC=1C2=C(NN1)CCOC2 3-iodo-1,4,6,7-tetrahydropyrano[4,3-c]pyrazole